O=C1NC2=CC=NC(=C2C=C1C(C(=O)O)C)C(F)(F)F 2-[2-oxo-5-(trifluoromethyl)-1H-1,6-naphthyridin-3-yl]propanoic acid